N-((1R,3s,5S)-8-benzyl-8-azabicyclo[3.2.1]octan-3-yl)-2-(trifluoromethyl)-1H-indole-6-carboxamide C(C1=CC=CC=C1)N1[C@H]2CC(C[C@@H]1CC2)NC(=O)C2=CC=C1C=C(NC1=C2)C(F)(F)F